(R)-N-(8-fluoro-2-methylimidazo[1,2-a]pyridin-6-yl)-5-(3-(1-(methylamino)cyclopropyl)pyrrolidin-1-yl)pyrazine-2-carboxamide FC=1C=2N(C=C(C1)NC(=O)C1=NC=C(N=C1)N1C[C@@H](CC1)C1(CC1)NC)C=C(N2)C